divinylbenzene-formaldehyde C(=C)C=1C(=C(C=CC1)C=O)C=C